4-(2-nitro-4-trifluoromethylphenyl)-morpholine [N+](=O)([O-])C1=C(C=CC(=C1)C(F)(F)F)N1CCOCC1